4-cyano-5-neopentylpyrrolidine-2-carboxamide C(#N)C1CC(NC1CC(C)(C)C)C(=O)N